BrC1=CC(=C2C(CCO2)=C1C=O)Cl 5-bromo-7-chloro-2,3-dihydrobenzofuran-4-carbaldehyde